CC1=NC=CC=C1OCCN(CC[C@@H](C(=O)O)NC1=NC(=NC=C1)C1=CC=CC=C1)CCCCC1=NC=2NCCCC2C=C1 (S)-4-((2-((2-methylpyridin-3-yl)oxy)ethyl)(4-(5,6,7,8-tetrahydro-1,8-naphthyridin-2-yl)butyl)amino)-2-((2-phenylpyrimidin-4-yl)amino)butanoic acid